NCC1=CC(=C(C=C1)NC(=O)C1=CC2=C(OCCC3=C2SC=C3)C=C1C=1C(=NC(=CC1)C(NCCC)=O)C(=O)OC)C#N methyl 3-(9-((4-(aminomethyl)-2-cyanophenyl)carbamoyl)-4,5-dihydrobenzo[b]thieno[2,3-d]oxepin-8-yl)-6-(propylcarbamoyl)picolinate